N1CCC(CC1)C1=CC=C2CNC(C2=C1)=O 6-(piperidin-4-yl)-isoindolin-1-one